FC(S(=O)(=O)O[C@@H](C(=O)OC)CCC(=O)OC)(F)F dimethyl (2R)-2-{[(trifluoromethyl)sulfonyl]oxy}pentanedioate